4-chloro-1-(triisopropylsilyl)-1H-pyrrolo[2,3-b]Pyridine-5-carbonitrile ClC1=C2C(=NC=C1C#N)N(C=C2)[Si](C(C)C)(C(C)C)C(C)C